Cl[Si](C)(C)CC1=CC=C(C=C1)C=C 1-[(chlorodimethylsilyl)methyl]-4-vinylbenzene